(2S)-Methyl 2-amino-5-(benzyloxy)-7-bromoheptanoate hydrochloride Cl.N[C@H](C(=O)OC)CCC(CCBr)OCC1=CC=CC=C1